1-((1,3-dihydroisobenzofuran-5-yl)methyl)piperidin C1OCC2=CC(=CC=C12)CN1CCCCC1